C1(CC1)C1=NN(C=C1)C1=CC=C(C=N1)S(=O)(=O)NC=1C=CC=C2C=NN(C12)C 6-(3-cyclopropylpyrazol-1-yl)-N-(1-methylindazol-7-yl)pyridine-3-sulfonamide